FC(OC1=NC=C(C=C1NC(=O)C1(CNC1)C1=C(C=CC=C1)C(C)C)F)F N-(2-(difluoromethoxy)-5-fluoropyridin-3-yl)-3-(2-isopropylphenyl)azetidine-3-carboxamide